Cl.CC1=NN(C=C1N)C1CCN(CC1)C methyl-1-(1-methylpiperidin-4-yl)-1H-pyrazol-4-amine hydrochloride